tris(phenylpyridyl)iridium(III) C1(=CC=CC=C1)C=1C(=NC=CC1)[Ir](C1=NC=CC=C1C1=CC=CC=C1)C1=NC=CC=C1C1=CC=CC=C1